(1S,2R,3S,4R,5S)-4-(2-((5-chlorothiophen-2-yl)ethynyl)-6-(phenylamino)-9H-purin-9-yl)-2,3-dihydroxy-N-methylbicyclo[3.1.0]hexane-1-carboxamide ClC1=CC=C(S1)C#CC1=NC(=C2N=CN(C2=N1)[C@H]1[C@@H]([C@@H]([C@@]2(C[C@H]12)C(=O)NC)O)O)NC1=CC=CC=C1